tert-butyl 4-(4-(4-chloro-3-ethyl-1H-pyrrolo[2,3-b]pyridin-5-yl) thiazol-2-yl)-3-oxopiperazine-1-carboxylate ClC1=C2C(=NC=C1C=1N=C(SC1)N1C(CN(CC1)C(=O)OC(C)(C)C)=O)NC=C2CC